(5-(2-(((1-fluorocyclobutyl)methyl)amino)-7H-pyrrolo[2,3-d]pyrimidin-5-yl)pyrazolo[1,5-a]pyridin-3-yl)(piperidin-1-yl)methanone FC1(CCC1)CNC=1N=CC2=C(N1)NC=C2C2=CC=1N(C=C2)N=CC1C(=O)N1CCCCC1